4-(2-fluorobenzoyl)-N-(pyrrolidin-3-ylmethyl)-3,4-dihydroquinoxaline-1(2H)-carboxamide FC1=C(C(=O)N2CCN(C3=CC=CC=C23)C(=O)NCC2CNCC2)C=CC=C1